O1CCC2=C1C=CC(=C2)C=2N=C(NC2C2=CC(=NC=C2)C)N 4-(2,3-Dihydrobenzofuran-5-yl)-5-(2-methylpyridin-4-yl)-1H-imidazol-2-amine